C1(=CC=C(C=C1)C12CN(CC2C1)C(=O)C1CC2(C1)NC(OC2)=O)C (rac)-(2s,4s)-2-(1-(p-Tolyl)-3-azabicyclo[3.1.0]hexan-3-carbonyl)-7-oxa-5-azaspiro[3.4]octan-6-on